C1(CC1)C1=NN=C(O1)C(=O)N1[C@H](C2=C(CC1)NC=N2)C2=NN1C(C(=CC=C1)CC)=C2 (R)-(5-cyclopropyl-1,3,4-oxadiazol-2-yl)(4-(4-ethylpyrazolo[1,5-a]pyridin-2-yl)-1,4,6,7-tetrahydro-5H-imidazo[4,5-c]pyridin-5-yl)methanone